N-(4-fluoro-2,2-dimethyl-2,3-dihydrobenzo[b]furan-7-yl)-3-difluoromethyl-1-ethyl-1H-pyrazole-4-carboxamide FC1=CC=C(C=2OC(CC21)(C)C)NC(=O)C=2C(=NN(C2)CC)C(F)F